(2R,3R,4S,5R)-2-(2-chloro-6-(spiro[cycloheptan-1,3'-indol]-1'-yl)-9H-purin-9-yl)-5-(hydroxymethyl)tetrahydrofuran-3,4-diol ClC1=NC(=C2N=CN(C2=N1)[C@@H]1O[C@@H]([C@H]([C@H]1O)O)CO)N1CC2(C3=CC=CC=C13)CCCCCC2